2-(4-chlorophenyl)benzotriazole ClC1=CC=C(C=C1)N1N=C2C(=N1)C=CC=C2